FC(C1=CC=C(C=C1)C1=CC(=CC=C1)C(=O)OC)(F)F methyl 4'-(trifluoromethyl)-1,1'-biphenyl-3-carboxylate